1-(2-(3,8-diazabicyclo[3.2.1]octan-3-yl)-7-(thiazol-2-yl)-4-(trifluoromethoxy)benzo[d]oxazol-5-yl)-2-methylpropan-1-ol C12CN(CC(CC1)N2)C=2OC1=C(N2)C(=C(C=C1C=1SC=CN1)C(C(C)C)O)OC(F)(F)F